6-bromo-3,4-dihydronaphthalen-2-yl trifluoromethanesulfonate FC(S(=O)(=O)OC1=CC2=CC=C(C=C2CC1)Br)(F)F